[Ga].[In].[Al] aluminium indium Gallium